C1(=CC=CC=C1)C1=CC=C(C(=O)OSC(F)(F)F)C=C1 trifluoromethylthio p-phenylbenzoate